ClC1=CC(=CN=N1)NCC1CCN(CC1)C 6-chloro-N-((1-methylpiperidin-4-yl)methyl)pyridazin-4-amine